BrC=1C(=C(NC2=CC=C(C=C2)N2CCOCC2)C(=CC1)[N+](=O)[O-])F 3-bromo-2-fluoro-N-(4-morpholinophenyl)-6-nitroaniline